C(C)(C)(C)C1=NC(=NO1)C=1C(=CC2=C(N(C([C@H](CS2=O)NC(OC(C)(C)C)=O)=O)CC2=CC=C(C=C2)Cl)C1)F tert-butyl N-[(3R)-7-(5-tert-butyl-1,2,4-oxadiazol-3-yl)-5-[(4-chlorophenyl)methyl]-8-fluoro-1,4-dioxo-2,3-dihydro-1λ4,5-benzothiazepin-3-yl]carbamate